OCC1=CC=C(C=C1)N=NC1=CC=CC=C1 1-(4-(hydroxymethyl)phenyl)-2-phenyldiazene